C(CCCCC)C(C)O n-hexylethanol